(3R,4S)-3-(4-chlorophenyl)-4-methylol-pyrrolidine-1-carboxylic acid tert-butyl ester C(C)(C)(C)OC(=O)N1C[C@H]([C@@H](C1)CO)C1=CC=C(C=C1)Cl